(3,4-dichlorophenyl)boric acid ClC=1C=C(C=CC1Cl)OB(O)O